2-(5-butoxy-2H-benzotriazole-2-yl)-6-tert-butyl-4-methylphenol C(CCC)OC1=CC=2C(=NN(N2)C2=C(C(=CC(=C2)C)C(C)(C)C)O)C=C1